CC1=C(C(=C(C1([Rh](Cl)Cl)C)C)C)C pentamethylcyclopentadienyl-rhodium (III) dichloride